N-(5-bromo-4-methylpyridin-2-yl)valeramide BrC=1C(=CC(=NC1)NC(CCCC)=O)C